3,5-dimethyl-1,2-oxazol-4-ylboronic acid CC1=NOC(=C1B(O)O)C